ClC1=C(C=CC=C1)C1=NN2C(N=C(C=C2N2CCC(CC2)(C(=O)N)OCC)N(C)CCO)=C1C1=CC=C(C=C1)Cl 1-[2-(2-chlorophenyl)-3-(4-chlorophenyl)-5-[2-hydroxyethyl-(methyl)amino]pyrazolo[1,5-a]pyrimidin-7-yl]-4-ethoxy-piperidine-4-carboxamide